C(C)(C)(C)OC(=O)N1CC2(C1)C[C@@H](CC2)N2CCC(CC2)C2=C(C=CC=C2)C=2OC=CN2 (R)-6-(4-(2-(oxazol-2-yl)phenyl)piperidin-1-yl)-2-azaspiro[3.4]octane-2-carboxylic acid tert-butyl ester